4-(pyrazol-1-yl)-7-{6-[(2,2,6,6-tetramethylpiperidin-4-yl)oxy]pyridazin-3-yl}-1,3-benzothiazole N1(N=CC=C1)C1=CC=C(C2=C1N=CS2)C=2N=NC(=CC2)OC2CC(NC(C2)(C)C)(C)C